2-(4-bromo-2-fluoro-6-methylphenoxy)-4-methylpyrimidine BrC1=CC(=C(OC2=NC=CC(=N2)C)C(=C1)C)F